C(C)(C)(C)OC(=O)N1C[C@H](CC1)NC1=C2C=CC=NC2=C(C=C1)OC(F)(F)F.FC1=C2C=NN(C2=CC=C1N1C(CNCC1)=O)C (4-fluoro-1-methyl-1H-indazol-5-yl)piperazin-2-one tert-butyl-(S)-3-((8-(trifluoromethoxy)quinolin-5-yl)amino)pyrrolidine-1-carboxylate